N-(3-(2-(bicyclo[1.1.1]pentan-1-yl)-5-(2-((2,2-dioxido-2-thiaspiro[3.3]heptan-6-yl)amino)pyrimidin-4-yl)thiazol-4-yl)-2-fluorophenyl)-2,6-difluorobenzenesulfonamide C12(CC(C1)C2)C=2SC(=C(N2)C=2C(=C(C=CC2)NS(=O)(=O)C2=C(C=CC=C2F)F)F)C2=NC(=NC=C2)NC2CC1(CS(C1)(=O)=O)C2